N1=C(C=CC=C1)C=1C=C(C(=O)NCC2=NOCC2)C=CC1 3-((3-(pyridin-2-yl)benzamido)methyl)-4,5-dihydroisoxazole